(+)-2-endo-amino-3-exo-isopropylbicyclo[2.2.1]heptane NC1C2CCC(C1C(C)C)C2